((2S,6R)-6-(4-benzamido-2-oxopyrimidin-1(2H)-yl)-4-((((2S,6R)-6-(6-benzamido-9H-purine-9-yl)-4-tritylmorpholin-2-yl)methoxy)(dimethylamino)phosphoryl)morpholin-2-yl)methylphosphonate C(C1=CC=CC=C1)(=O)NC1=NC(N(C=C1)[C@@H]1O[C@@H](CN(C1)P(=O)(N(C)C)OC[C@@H]1CN(C[C@@H](O1)N1C2=NC=NC(=C2N=C1)NC(C1=CC=CC=C1)=O)C(C1=CC=CC=C1)(C1=CC=CC=C1)C1=CC=CC=C1)CP([O-])([O-])=O)=O